BrC=1CN(CC1Br)CCC ls-3,4-dibromo-1-propyl-1,5-dihydro-2H-pyrrole